2-methyl-5-[2-[(2S)-2-methylazetidin-1-yl]-6,7-dihydro-5H-cyclopenta[d]pyrimidin-4-yl]oxazole CC=1OC(=CN1)C=1C2=C(N=C(N1)N1[C@H](CC1)C)CCC2